C(C)(C)(C)NC(CCCCl)=O N-(tert-butyl)-4-chlorobutanamide